(E)-4-(dimethylamino)-1-(3-(5-methylthiophen-2-yl)-3,8-diazabicyclo[3.2.1]octan-8-yl)but-2-en-1-one CN(C/C=C/C(=O)N1C2CN(CC1CC2)C=2SC(=CC2)C)C